NC[C@@H]1CC[C@H](CC1)C(=O)[O-] trans-4-aminomethylcyclohexanecarboxylate